(3S,4R)-3-ethyl-4-(3-(hydroxymethyl)-3H-imidazo[1,2-a]pyrrolo[2,3-e]pyrazin-8-yl)-N-(2,2,2-trifluoroethyl)pyrrolidine-1-carboxamide C(C)[C@@H]1CN(C[C@@H]1C1=CN=C2N1C1=C(N=C2)N(C=C1)CO)C(=O)NCC(F)(F)F